3-fluoro-5-[(3S)-2-[cis-4-(hydroxy)cyclohexanecarbonyl]isoxazolidin-3-yl]benzonitrile FC=1C=C(C#N)C=C(C1)[C@H]1N(OCC1)C(=O)[C@@H]1CC[C@@H](CC1)O